sodium 2,2-dimethylbutanoate CC(C(=O)[O-])(CC)C.[Na+]